3-(((S)-10-Hydroxy-7-((R)-2-phenylpiperazine-1-carbonyl)-7-azaspiro[4.5]decan-10-yl)methyl)-6-(thiophen-3-yl)pyrimidin-4(3H)-one O[C@]1(CCN(CC12CCCC2)C(=O)N2[C@@H](CNCC2)C2=CC=CC=C2)CN2C=NC(=CC2=O)C2=CSC=C2